(S)-2-(6-amino-3-(3-(5-methyl-1,2,4-oxadiazol-3-yl)benzoylamino)hexanamido)-4-methylthiazole-5-carboxylic acid ethyl ester C(C)OC(=O)C1=C(N=C(S1)NC(C[C@H](CCCN)NC(C1=CC(=CC=C1)C1=NOC(=N1)C)=O)=O)C